3-butylnonyl 8-((6-((4,4-bis(((Z)-oct-5-en-1-yl)oxy)butanoyl)oxy)hexyl)(3-hydroxypropyl)amino)octanoate C(CCC\C=C/CC)OC(CCC(=O)OCCCCCCN(CCCCCCCC(=O)OCCC(CCCCCC)CCCC)CCCO)OCCCC\C=C/CC